2-{[4-(3-fluorophenoxy)-6-octylquinolin-2-yl](methyl)amino}acetic acid FC=1C=C(OC2=CC(=NC3=CC=C(C=C23)CCCCCCCC)N(CC(=O)O)C)C=CC1